NC=1C=C(C=CC1)C=1C(=C(C=CC1N)C1=CC=C(C=C1)N)C1=CC(=CC=C1)N bis(3-aminophenyl)biphenyl-4,4'-diamine